1-PROPYLCYCLOBUTANECARBOXYLIC ACID C(CC)C1(CCC1)C(=O)O